O1CCN(CC1)CCCNC(=O)C=1N=NNC1 N-(3-morpholinopropyl)-1H-1,2,3-triazole-4-carboxamide